The molecule is a member of the class pyrazines that is pyrazin-2-amine in which one of the amino protons is substituted by a ({1-[2-(1H-pyrazol-1-yl)phenyl]ethyl}amino)acetyl group. It is a member of pyrazines, a secondary carboxamide, a glycine derivative, a member of pyrazoles and a secondary amino compound. CC(C1=CC=CC=C1N2C=CC=N2)NCC(=O)NC3=NC=CN=C3